7-(2-methyl-4-nitrophenoxy)-[1,2,4]triazolo[4,3-c]pyrimidine CC1=C(OC2=CC=3N(C=N2)C=NN3)C=CC(=C1)[N+](=O)[O-]